3,5-dimethyl-2-[7-[4-(4,4,5,5-tetramethyl-1,3,2-dioxaborolan-2-yl)tetrahydrofuran-3-yl]-1,8-naphthyridin-2-yl]phenol CC=1C(=C(C=C(C1)C)O)C1=NC2=NC(=CC=C2C=C1)C1COCC1B1OC(C(O1)(C)C)(C)C